9-β-D-arabinofuranosyladenine [C@@H]1([C@@H](O)[C@H](O)[C@H](O1)CO)N1C2=NC=NC(=C2N=C1)N